tert-butyl N-[3-[4-[[4-[4-[(2,6-dioxo-3-piperidyl)amino]phenyl]-1-piperidyl]methyl]phenyl]propyl]carbamate O=C1NC(CCC1NC1=CC=C(C=C1)C1CCN(CC1)CC1=CC=C(C=C1)CCCNC(OC(C)(C)C)=O)=O